4-hydroxy-5-ethyl-2-methyl-3(2H)-furanone OC=1C(C(OC1CC)C)=O